CN(CCOC1=CC=C(C=O)C=C1)C 4-[2-(dimethylamino)ethoxy]benzaldehyde